BrC1=CC(=C(C=C1)C1N(C(CC2=C(C(=CC=C12)N)C)C)CC(COC)(C)F)OC 1-(4-bromo-2-methoxyphenyl)-2-(2-fluoro-3-methoxy-2-methylpropyl)-3,5-dimethyl-1,2,3,4-tetrahydroisoquinolin-6-amine